C(CCCCC=C)[Si](O[Si](C)(C)C)(C)CCCCCC=C di(6-heptenyl)tetramethyl-disiloxane